5,5-Dibutyl-4,5-dihydro-2(3H)furanone C(CCC)C1(CCC(O1)=O)CCCC